2-hydroxy-3,4,5-trichloropyridine OC1=NC=C(C(=C1Cl)Cl)Cl